2-bromobenzo[d]thiazole-6-carboxamide BrC=1SC2=C(N1)C=CC(=C2)C(=O)N